CC(=O)N[C@@H]1[C@H]([C@@H]([C@H](O[C@H]1O)CO)O)O[C@H]2[C@@H]([C@H]([C@H]([C@H](O2)COS(=O)(=O)O)O)O)O The molecule is an amino disaccharide that consists of N-acetyl-beta-D-glucosamine having a 6-O-sulfo-beta-D-galactosyl residue attached at position 3. It is an amino disaccharide and an oligosaccharide sulfate.